COC=1C=C2C(=CC=NC2=CC1OC)OC1=NC=C(C=N1)[N+](=O)[O-] 6,7-dimethoxy-4-((5-nitropyrimidin-2-yl)oxy)quinoline